C(C1=CC=CC=C1)OCCCOC1CCN(CC1)C(=O)OC(C)(C)C tert-butyl 4-[3-(benzyloxy)propoxy]piperidine-1-carboxylate